BrC=1C=C(C=CC1)C(CCC=C)=O 1-(3-bromophenyl)-4-penten-1-one